CC1=NC=C(C(=N1)C)C(C)OC=1C(=NC=C(C1)B1OC(C(O1)(C)C)(C)C)N 3-{[1-(2,4-dimethylpyrimidin-5-yl)ethyl]oxy}-5-(4,4,5,5-tetramethyl-1,3,2-dioxaborolan-2-yl)pyridin-2-amine